C(C1=CC=CC=C1)NC(\C(=C\C1=CNC2=NC=CC=C21)\C#N)=O (E)-N-benzyl-2-cyano-3-(1H-pyrrolo[2,3-b]pyridin-3-yl)acrylamide